6-[(5-methoxypyridin-2-yl)methoxy]-2-(1-methyl-6-oxo-1,6-dihydropyridazin-3-yl)-2,3-dihydro-1H-isoindol-1-one COC=1C=CC(=NC1)COC1=CC=C2CN(C(C2=C1)=O)C1=NN(C(C=C1)=O)C